(S)-5-((((6-(2-chloro-3-(3-chloro-2-(3-methoxy-4-(((((R)-oxetan-2-yl)methyl)amino)methyl)phenyl)pyridin-4-yl)phenyl)-2-methoxypyridin-3-yl)methyl)amino)methyl)pyrrolidin-2-one ClC1=C(C=CC=C1C1=C(C(=NC=C1)C1=CC(=C(C=C1)CNC[C@@H]1OCC1)OC)Cl)C1=CC=C(C(=N1)OC)CNC[C@@H]1CCC(N1)=O